(8-endo)-3-(3-methylisothiazol-5-yl)-3-azabicyclo[3.2.1]Octane-8-amine CC1=NSC(=C1)N1CC2CCC(C1)C2N